2-(4-(5-chloro-2-(4-chloro-1H-1,2,3-triazol-1-yl)phenyl)-2,5-dioxapiperazin-1-yl)-N-(2-methyl-2H-indazol-5-yl)-3-(tetrahydro-2H-pyran-2-yl)propionamide ClC=1C=CC(=C(C1)N1CON(CO1)C(C(=O)NC1=CC2=CN(N=C2C=C1)C)CC1OCCCC1)N1N=NC(=C1)Cl